C(#N)C(=CC=1C=C(OCCC(=O)N[C@@H](CC2=CC=CC=C2)B(O)O)C=CC1)C1=NC=CC=C1F (R)-(1-(3-(3-(2-cyano-2-(3-fluoropyridin-2-yl)vinyl)phenoxy)propanamido)-2-phenylethyl)boronic acid